2-((4aR,6R,7R,8S,8aR)-7-((tert-butyldimethylsilyl)oxy)-2,2-dimethyl-8-(4-(3,4,5-trifluorophenyl)-1H-1,2,3-triazol-1-yl)hexahydropyrano[3,2-d][1,3]dioxin-6-yl)acetaldehyde [Si](C)(C)(C(C)(C)C)O[C@@H]1[C@H]([C@H]2OC(OC[C@H]2O[C@@H]1CC=O)(C)C)N1N=NC(=C1)C1=CC(=C(C(=C1)F)F)F